thallium(I) sulphide [S-2].[Tl+].[Tl+]